NC1(CC1)C1=NC=CC(=C1)NC(=O)[C@@H]1O[C@]([C@H]([C@H]1C1=C(C(=C(C=C1)F)F)OC)C)(C(F)(F)F)C (2R,3S,4S,5R)-N-(2-(1-aminocyclopropyl)pyridin-4-yl)-3-(3,4-difluoro-2-methoxyphenyl)-4,5-dimethyl-5-(trifluoromethyl)tetrahydrofuran-2-carboxamide